(5S,6R)-5-(4-(4-(dimethoxymethyl)piperidin-1-yl)phenyl)-6-methyl-6-phenyl-5,6,7,8-tetrahydronaphthalen-2-ol COC(C1CCN(CC1)C1=CC=C(C=C1)[C@@H]1C=2C=CC(=CC2CC[C@]1(C1=CC=CC=C1)C)O)OC